C(#N)C=1C=C(C=CC1)C(CC(=O)O)N1N=CC2=CC(=CC=C12)OCCC1=NC=2NCCCC2C=C1 3-(3-Cyanophenyl)-3-(5-(2-(5,6,7,8-tetrahydro-1,8-naphthyridin-2-yl)ethoxy)-1H-indazol-1-yl)propanoic acid